FC1=C(OC2CCN(CC2)C2=C(C#N)C=CC(=C2)[N+](=O)[O-])C=CC(=C1)F (4-(2,4-difluorophenoxy)piperidin-1-yl)-4-nitrobenzonitrile